2-(4-fluoroisoquinoline-1-yl)propan-2-amine hydrochloride Cl.FC1=CN=C(C2=CC=CC=C12)C(C)(C)N